C(C)C1CNC2=CC=CC=3C=C(N1C32)C3=NC2=C(N3C)C(=CC(=C2)C(=O)O)OC 2-(11-ethyl-1,9-diazatricyclo[6.3.1.04,12]dodeca-2,4(12),5,7-tetraen-2-yl)-7-methoxy-1-methyl-benzimidazole-5-carboxylic acid